7-[(1s,3s)-3-(benzyloxy)-3-methylcyclobutyl]-3-chloro-5-methoxy-7H-pyrrolo[2,3-c]pyridazine C(C1=CC=CC=C1)OC1(CC(C1)N1C=C(C2=C1N=NC(=C2)Cl)OC)C